1-(5-(2-methoxypyrimidin-5-yl)pyridin-2-yl)-3-propan-2-ylurea COC1=NC=C(C=N1)C=1C=CC(=NC1)NC(=O)NC(C)C